3-(benzyloxy)-N-(3,5-dichloropyridin-4-yl)-4-(difluoromethoxy)-benzamide C(C1=CC=CC=C1)OC=1C=C(C(=O)NC2=C(C=NC=C2Cl)Cl)C=CC1OC(F)F